OCC(C(=O)N[C@@H](CC(=O)OCC)C=1C=NC(=CC1)OC)(CCCCC=C)C (3S)-ethyl 3-(2-(hydroxymethyl)-2-methyloct-7-enamido)-3-(6-methoxypyridin-3-yl)propanoate